NCCCC=1C=C2C=CNC(C2=C2C1C=CC=C2)=O 6-(3-aminopropyl)benzo[h]isoquinolin-1(2H)-one